OCC(CC(CCNC(OC(C)(C)C)=O)(C)C)[C@@H](C(C)C)NC(OC(C)(C)C)=O di-tert-butyl ((6R)-5-(hydroxymethyl)-3,3,7-trimethyloctane-1,6-diyl)dicarbamate